C(C)C(CC(=O)OCCC1=C(C=CC2=CC(=CC(=C12)Cl)OCOC)F)CCC (8-chloro-2-fluoro-6-(methoxymethoxy)naphthalen-1-yl)ethyl 3-ethylhexanoate